(1R,3S)-3-((5-fluoro-4-(3-(2-oxo-1,3-oxazinan-3-yl)phenyl)pyrimidin-2-yl)amino)cyclohexane-1-carboxylic acid FC=1C(=NC(=NC1)N[C@@H]1C[C@@H](CCC1)C(=O)O)C1=CC(=CC=C1)N1C(OCCC1)=O